NCC(C(C(CO)O)O)O 5-amino-pentane-1,2,3,4-tetrol